N=1C=NN2C1C=C(C=C2)OC2=C(C=C(C=C2)NC2=NC=NC1=C3C(=C(C=C21)I)OCC3)C N-(4-([1,2,4]triazolo[1,5-a]pyridin-7-yloxy)-3-methylphenyl)-6-iodo-8,9-dihydrofuro[2,3-h]quinazolin-4-amine